7-hydroxy-3,4-dihydro-1H-quinolin-2-one OC1=CC=C2CCC(NC2=C1)=O